2-((3-(2-(1-isopropyl-3-(4-(trifluoromethyl)phenyl)-1H-pyrazol-5-yl)ethyl)-5-methylbenzo[d]isoxazol-6-yl)oxy)ethan-1-ol C(C)(C)N1N=C(C=C1CCC1=NOC2=C1C=C(C(=C2)OCCO)C)C2=CC=C(C=C2)C(F)(F)F